C(C)(C)(C)OC(CC[C@@H](C(NC1=CC=C(C=C1)OC(F)(F)F)=O)NC([C@H](CC(=O)N)NC(=O)OCC1=CC=CC=C1)=O)=O.FC1=CC=C(C=C1)C=1C=CC(NN1)=O 6-(4-fluorophenyl)pyridazin-3(2H)-one tert-Butyl-(S)-4-((S)-4-amino-2-(((benzyloxy)carbonyl)amino)-4-oxobutanamido)-5-oxo-5-((4-(trifluoromethoxy)phenyl)amino)pentanoate